C(C)(C)(C)C1[C@@H]([C@@H](N2CCC=C12)C1=NNC=C1)CO (2S,3R,7aR)-tert-butyl-2-(hydroxymethyl)-3-(1H-pyrazol-3-yl)tetrahydro-1H-pyrrolizine